C1(=CC=CC=C1)N1CCN(CC1)C=O (4-phenylpiperazin-1-yl)methanone